7-((4-(2-methyl-6-(methylcarbamoyl)pyridin-3-yl)piperazin-1-yl)methyl)isoxazolo[5,4-c]quinolin-4(5H)-one CC1=NC(=CC=C1N1CCN(CC1)CC=1C=CC=2C3=C(C(NC2C1)=O)ON=C3)C(NC)=O